(2-methoxyethyl)-3,4-methylenedioxyamphetamine COCCNC(C)CC1=CC2=C(C=C1)OCO2